CC(CCC#C)NC(OC(C)(C)C)=O tert-butyl N-(1-methylpent-4-ynyl)carbamate